((2S,3R,4R)-2-cyclopropyl-4-((6-hydroxypyridin-2-yl)amino)-3-methyl-6-morpholino-3,4-dihydroquinolin-1(2H)-yl)ethanone C1(CC1)[C@@H]1N(C2=CC=C(C=C2[C@@H]([C@H]1C)NC1=NC(=CC=C1)O)N1CCOCC1)C(C)=O